ClC1=CC=CC(=N1)C1=NC(=NC(=N1)NC(C1CC1)C1CC1)NC(C1CC1)C1CC1 6-(6-Chloropyridin-2-yl)-N2,N4-bis(dicyclopropylmethyl)-1,3,5-triazine-2,4-diamine